glycyl-lactose NCC(=O)C1(O)[C@H](O)[C@@H](O)[C@H](O[C@H]2[C@H](O)[C@@H](O)[C@@H](O)[C@H](O2)CO)[C@H](O1)CO